4-cyano-N-(4-(4-fluorophenyl)-5-(4-methylquinazolin-6-yl)pyrimidin-2-yl)piperidine-1-carboxamide C(#N)C1CCN(CC1)C(=O)NC1=NC=C(C(=N1)C1=CC=C(C=C1)F)C=1C=C2C(=NC=NC2=CC1)C